4-([1,1'-biphenyl]-4-yl)-2-((3,3-difluoropyrrolidin-1-yl)methyl)pyridine C1(=CC=C(C=C1)C1=CC(=NC=C1)CN1CC(CC1)(F)F)C1=CC=CC=C1